N=1N=CN2C1C=C(C=C2)C(C)N2C[C@@H](N(C[C@H]2CC)C=2C=1C(N(C(C2)=O)C)=CN(N1)CC#N)CC 2-(7-((2S,5R)-4-(1-([1,2,4]triazolo[4,3-a]pyridin-7-yl)ethyl)-2,5-diethylpiperazin-1-yl)-4-methyl-5-oxo-4,5-dihydro-2H-pyrazolo[4,3-b]pyridin-2-yl)acetonitrile